vanillyl-phosphine C(C1=CC(OC)=C(O)C=C1)P